NC(CC[C@@H](C#C)NC([C@H](CC(C)C)NC(OCC1=CC=CC=C1)=O)=O)=O benzyl ((S)-1-(((S)-6-amino-6-oxohex-1-yn-3-yl)amino)-4-methyl-1-oxopentan-2-yl)carbamate